7-[1-(2-amino-4-trifluoromethoxy-benzoyl)-4-piperidyl]-imidazo[4,5-b]pyridin-2-one NC1=C(C(=O)N2CCC(CC2)C=2C=3C(N=CC2)=NC(N3)=O)C=CC(=C1)OC(F)(F)F